C(C)(C)(C)O[C@H](C(=O)OCC)C1=C(C2=C(N=C(S2)C=2C=C3C(=NN(C3=CC2)C)N2CC3(C2)CCCCC3)C=C1C)C1=CC=C(C=C1)Cl (S)-ethyl 2-(tert-butoxy)-2-(7-(4-chlorophenyl)-5-methyl-2-(1-methyl-3-(2-azaspiro[3.5]nonan-2-yl)-1H-indazol-5-yl)benzo[d]thiazol-6-yl)acetate